C=1N=CN2C1C(=CC=C2)C(=O)N2C[C@H]([C@@H](CC2)C2=CC=CC=C2)NC(=O)C2=NC1=C(N2)C=CC=C1OC N-((3S,4S)-1-(imidazo[1,5-a]pyridine-8-carbonyl)-4-phenylpiperidin-3-yl)-4-methoxy-1H-benzo[d]imidazole-2-carboxamide